(1S,3S)-3-((5-(5-(hydroxymethyl)-1-methyl-1H-1,2,3-triazol-4-yl)-3-methylpyrazin-2-yl)oxy)cyclohexane-1-carboxylic acid isopropyl ester C(C)(C)OC(=O)[C@@H]1C[C@H](CCC1)OC1=NC=C(N=C1C)C=1N=NN(C1CO)C